oxetan-3-one O-(4-(trifluoromethyl)benzoyl) oxime FC(C1=CC=C(C(=O)ON=C2COC2)C=C1)(F)F